C1(CC1)OC=1C=C(C=CC1)N1C2=NC(=NC(=C2N=C1)N1N=C(C=C1)C=1C=C(C=CC1)C)N1CCOCC1 4-(9-(3-cyclopropoxyphenyl)-6-(3-(m-tolyl)-1H-pyrazol-1-yl)-9H-purin-2-yl)morpholine